O=C1N(CC2=CC(=CC=C12)O[C@@H]1[C@@H](CCCC1)NCC1=NC=CC=C1)C1C(NC(CC1)=O)=O 3-(1-oxo-5-(((1S,2R)-2-((pyridin-2-ylmethyl)amino)cyclohexyl)oxy)isoindolin-2-yl)piperidine-2,6-dione